ClC=1C(=NC(=NC1)N[C@@H]1C([C@H]2CO[C@@H]([C@H]1O)O2)([2H])[2H])C=2C=C(C1=C(N(C(=N1)C(C)(C)O)C(C)C)C2)F (1S,3R,4S,5R)-3-((5-chloro-4-(4-fluoro-2-(2-hydroxypropan-2-yl)-1-isopropyl-1H-benzo[d]imidazol-6-yl)pyrimidin-2-yl)amino)-6,8-dioxabicyclo[3.2.1]octan-2,2-d2-4-ol